FC(C(C)O)(F)C=1C(=C(C=CC1)[C@@H](C)NC(OC(C)(C)C)=O)F tert-butyl [(1R)-1-{3-[1,1-difluoro-2-hydroxypropyl]-2-fluorophenyl}ethyl]carbamate